C(C)(C)(C)NC(C(C1=CSC=C1)N(C(=O)C=1N=C(SC1)C#C)C1=CC=C(C=C1)C1=CN=CO1)=O N-(2-(tert-butylamino)-2-oxo-1-(thiophen-3-yl)ethyl)-2-ethynyl-N-(4-(oxazol-5-yl)phenyl)thiazole-4-carboxamide